CCCCCCCCCCCCCCCCCCCCCC(=O)N[C@@H](CO[C@H]1[C@@H]([C@H]([C@@H]([C@H](O1)CO)O)O)O)[C@@H](/C=C/CCCCCCCCCC(C)C)O The molecule is an N-acyl-1-O-beta-D-glucosyl-15-methylhexadecasphing-4-enine in which the acyl group has 22 carbons and 0 double bonds. It derives from a 15-methylhexadecasphing-4-enine.